C(C)OC(=O)C1=NN2C(CNCC(C2)(F)F)=C1Cl.CC=1N=C(SC1C(=O)N1CCC(CC1)C1=CC=CC=C1)C1=C(C(=C(C(=C1)F)F)O)F (4-methyl-2-(2,4,5-trifluoro-3-hydroxyphenyl)thiazol-5-yl)(4-phenylpiperidin-1-yl)methanone Ethyl-3-chloro-7,7-difluoro-4,5,6,8-tetrahydropyrazolo[1,5-a][1,4]diazepine-2-carboxylate